CC1=C(C=NC(=C1)C(CC)=O)C1=NC=C2C=C(N=CC2=C1)C1C2(CC1C2)C(=O)N (7-(4-methyl-6-propionylpyridin-3-yl)-2,6-naphthyridin-3-yl)bicyclo[1.1.1]pentane-1-carboxamide